COC=1C=C2CCN(CC2=CC1OC)CCC1=CC=C(N)C=C1 4-(2-(6,7-dimethoxy-3,4-dihydroisoquinolin-2(1H)-yl)ethyl)aniline